methyl (3R,5'S)-5-chloro-1'-(N-(4,6-difluoro-1H-indole-2-carbonyl)-N-methyl-L-leucyl)-2-oxospiro[indoline-3,3'-pyrrolidine]-5'-carboxylate ClC=1C=C2C(=CC1)NC([C@@]21CN([C@@H](C1)C(=O)OC)C([C@@H](N(C)C(=O)C=1NC2=CC(=CC(=C2C1)F)F)CC(C)C)=O)=O